C(C)N(C(=O)C1=C(OC2=C(N=CN=N2)N2CC3(CN(C3)C(=O)OC(C)(C)C)CC2)C=CC(=C1)F)C(C)C tert-butyl 6-(6-(2-(ethyl(isopropyl)carbamoyl)-4-fluoro-phenoxy)-1,2,4-triazin-5-yl)-2,6-diazaspiro[3.4]octane-2-carboxylate